FC=1C(=NC=C(C1)[N+](=O)[O-])N1CCCCC1 3-fluoro-5-nitro-2-(piperidin-1-yl)pyridine